COC=1C=C2CCC3=C(N=C(S3)NC(CC3=CC=C(OC4=NC=CC=C4C(=O)N)C=C3)=O)C2=CC1 2-(4-(2-((7-methoxy-4,5-dihydronaphtho[1,2-d]thiazol-2-yl)amino)-2-oxoethyl)phenoxy)pyridine-3-carboxamide